F[C@]1(CN(CC[C@H]1O)C1=NC=CC(=N1)NC=1N=CC2=C(C=C(C(=C2C1)C(C)C)NC(C=C)=O)N1[C@H]([C@@H](C1)CS(=O)(=O)C)C)C N-(3-((2-((3S,4R)-3-fluoro-4-hydroxy-3-methylpiperidin-1-yl)pyrimidin-4-yl)amino)-5-isopropyl-8-((2S,3R)-2-methyl-3-((methylsulfonyl)methyl)azetidin-1-yl)isoquinolin-6-yl)acrylamide